C(C)(CC)N(C(C)CC)[SiH3] di-secondary butylaminosilane